(3-((5-fluoro-2-(4-(methoxymethyl)-1-methyl-1H-pyrazol-5-yl)pyridin-4-yl)oxy)azetidin-1-yl)methanone FC=1C(=CC(=NC1)C1=C(C=NN1C)COC)OC1CN(C1)C=O